(S)-N-((R)-1-(4-carbamimidoylthiophen-2-yl)ethyl)-7-((4'-methyl-[1,1'-biphenyl]-3-carbonyl)glycyl)-1,4-dioxa-7-azaspiro[4.4]nonane-8-carboxamide C(N)(=N)C=1C=C(SC1)[C@@H](C)NC(=O)[C@H]1N(CC2(OCCO2)C1)C(CNC(=O)C=1C=C(C=CC1)C1=CC=C(C=C1)C)=O